3-allyl-1-methyl-2,3-dihydropyrimidine fluoride [F-].C(C=C)N1CN(C=CC1)C